1-(2-hydroxypropyl)-3-methylimidazolium OC(CN1C=[N+](C=C1)C)C